2-dicyclohexylphosphino-2,6'-dimethoxy-1,1'-biphenyl C1(CCCCC1)P(C1(C(=CC=CC1)C1=CC=CC=C1OC)OC)C1CCCCC1